NC1=NC=CC(=C1F)CC=1C(=C(C(=C(C(=O)OC)C1)NC1=CC=CC=C1)F)F methyl 5-((2-amino-3-fluoropyridin-4-yl)methyl)-3,4-difluoro-2-(phenylamino)benzoate